OCC1=C(C=C(C=2N=COC21)C=2C=NC(=CC2)OC(F)(F)F)CNC(C=C)=O N-((7-(Hydroxymethyl)-4-(6-(trifluoromethoxy)pyridin-3-yl)benzo[d]oxazol-6-yl)methyl)acrylamide